6-fluoro-1,3-benzothiazol-2-amine FC1=CC2=C(N=C(S2)N)C=C1